4-{(1R)-2-[(6-{2-[(2,6-dichlorobenzyl)oxy]-ethoxy}hexyl)amino]-1-hydroxyethyl}-2-(hydroxymethyl)phenol triphenylacetate C1(=CC=CC=C1)C(C(=O)OC1=C(C=C(C=C1)[C@H](CNCCCCCCOCCOCC1=C(C=CC=C1Cl)Cl)O)CO)(C1=CC=CC=C1)C1=CC=CC=C1